Tert-Butyl (6-bromo-3-(hydroxymethyl)-2,3,4,9-tetrahydro-1H-carbazol-1-yl)carbamate BrC=1C=C2C=3CC(CC(C3NC2=CC1)NC(OC(C)(C)C)=O)CO